N-(3-(4-(((1S,4S)-4-(2-oxa-6-azaspiro[3.3]heptan-6-yl)cyclohexyl)amino)-1-(2,2,2-trifluoroethyl)-1H-indol-2-yl)prop-2-yn-1-yl)-N-(2-hydroxy-4-(methylsulfonyl)phenyl)acetamide C1OCC12CN(C2)C2CCC(CC2)NC2=C1C=C(N(C1=CC=C2)CC(F)(F)F)C#CCN(C(C)=O)C2=C(C=C(C=C2)S(=O)(=O)C)O